[C].C(C)(=O)O[C@H](CCC1=CC(=C(C=C1)O)O)C[C@@H](CCC1=CC(=C(C=C1)O)O)OC(C)=O (3R,5R)-3,5-diacetoxy-1,7-bis(3,4-dihydroxyphenyl)heptane carbon